BrC1=C(N=C(O1)C)CBr 5-bromo-4-(bromomethyl)-2-methyl-oxazole